COC1=CC2=C(C=3C=C(OC31)C)C=C(S2)C(C[C@@H](C(=O)O)C)=O (S)-4-(4-methoxy-2-methylthieno[3,2-e]benzofuran-7-yl)-2-methyl-4-oxobutanoic acid